C(C)(C)(C)N(C(O)=O)C1COCC1(COC)O.IC1=C(SC2=C1C=CC=C2)C2=CC1=CC=CC=C1C=C2 3-iodo-2-(2-naphthyl)benzothiophene rac-anti-tert-butyl-(4-hydroxy-4-(methoxymethyl)tetrahydrofuran-3-yl)carbamate